(R)-N-[(R)-cyclopropyl(3,4-dihydro-2H-pyran-2-yl)methyl]-2-methyl-propane-2-sulfinamide C1(CC1)[C@@H](N[S@](=O)C(C)(C)C)C1OC=CCC1